CC=1C(=C(C(=C2C=CC=CC12)C(=O)O)C(=O)O)C Dimethyl-naphthalenedicarboxylic acid